5-Feruloylquinic acid COC1=C(C=CC(=C1)/C=C/C(=O)O[C@H]2C[C@](C[C@@H]([C@@H]2O)O)(C(=O)O)O)O